ClC=1C2=C(N=CN1)CN(CC2)C(=O)OC(C)(C)C tert-Butyl 4-chloro-5,6-dihydropyrido[3,4-d]pyrimidine-7(8H)-carboxylate